methyl 5-(2-amino-[1,2,4]triazolo[1,5-a]pyridin-7-yl)-2-chloro-4-fluorobenzoate NC1=NN2C(C=C(C=C2)C=2C(=CC(=C(C(=O)OC)C2)Cl)F)=N1